6-bromo-8-(trifluoromethyl)-[1,2,4]triazolo[1,5-a]pyridine BrC=1C=C(C=2N(C1)N=CN2)C(F)(F)F